FC=1C=C2CCN(CC2=CC1)C1=CC(=C(C(=C1)C)NC(CC1CC12CC2)=O)C N-(4-(6-fluoro-3,4-dihydroisoquinolin-2(1H)-yl)-2,6-dimethylphenyl)-2-(spiro[2.2]pentane-1-yl)acetamide